2-Chloro-4-((3S)-8-(4-(4-((4-(4-((2,6-dioxopiperidin-3-yl)amino)-2-fluorophenyl)piperidin-1-yl)methyl)piperidin-1-carbonyl)phenyl)-3-methyl-2,8-diazaspiro[4.5]dec-2-yl)benzonitrile ClC1=C(C#N)C=CC(=C1)N1CC2(C[C@@H]1C)CCN(CC2)C2=CC=C(C=C2)C(=O)N2CCC(CC2)CN2CCC(CC2)C2=C(C=C(C=C2)NC2C(NC(CC2)=O)=O)F